C1(=CC=CC2=CC=CC=C12)[P](C1=CC=CC2=CC=CC=C12)=O di(1-naphthyl)phosphorus oxide